C1(=CC=CC=C1)[O-].[Sn+4].C1(=CC=CC=C1)[O-].C1(=CC=CC=C1)[O-].C1(=CC=CC=C1)[O-] tin phenolate